ClC=1C=C(C=C(C1)Cl)C1(CC(=NO1)N1CC2=C(C1)C=C(S2)C(=O)NCC)C(F)(F)F 5-(5-(3,5-dichlorophenyl)-5-(trifluoromethyl)-4,5-dihydroisoxazol-3-yl)-N-ethyl-5,6-dihydro-4H-thieno[2,3-c]pyrrole-2-carboxamide